ClC1=CC=2N(C(N=C3C2C(=N1)OCCN3C)=O)C=3N(C=CN3)C 5-chloro-10-methyl-3-(1-methyl-1H-imidazol-2-yl)-9,10-dihydro-3H-7-oxa-1,3,6,10-tetraazacyclohepta[de]naphthalen-2(8H)-one